1-amino-5-isopropyl-N-methyl-5,6,7,8-tetrahydropyrimido[5'',4'':4',5']pyrrolo[3',2':3,4]azepino[1,2-a]indole-11-carboxamide NC1=NC=NC2=C1C1=C(CCCN3C1=CC=1C=CC(=CC31)C(=O)NC)N2C(C)C